N-methoxybenzyl-tryptamine CON(CCC1=CNC2=CC=CC=C12)CC1=CC=CC=C1